C(COC(C(=O)O)CC=O)OC(C(=O)O)CC=O 4'-(ethane-1,2-diyl-bis(oxy))bis(4-oxo-butyric acid)